N-methyl-N-beta-hydroxyethyl-p-toluidine CN(C1=CC=C(C=C1)C)CCO